ClC1=C(C=CC=C1)C(O)(C1=CC=CC=C1)C1=CC=CC=C1 (2-chlorophenyl)diphenylmethanol